FC(C(C(C(C(O)(F)F)(F)F)(F)F)(F)F)CCCC Nonafluorononanol